C1(CC1)C1=NN(C=N1)C1CC2(CN(C2)C(=O)N2CC3(CN(C3)S(=O)(=O)C=3C=NC(=CC3)C(F)(F)F)C2)C1 [6-(3-cyclopropyl-1,2,4-triazol-1-yl)-2-azaspiro[3.3]heptan-2-yl]-[2-[[6-(trifluoromethyl)-3-pyridyl]sulfonyl]-2,6-diazaspiro[3.3]heptan-6-yl]methanone